O=C(C(=O)OCC)CC ethyl 2-oxo-butyrate